C(C)(=O)OCC12CC3(CC(CC(C1)C3)C2)CC (3-ETHYLADAMANTAN-1-YL)METHYL ACETATE